O-bromobenzaldehyde C1=CC=C(C(=C1)C=O)Br